FC([C@@H](C1=CC=C(C=C1)F)N1N=CC(=C1)C1=NC=C(C(=N1)C1=C(C=2N(C=C1)N=C(N2)N)C)F)(C)F (R)-7-(2-(1-(2,2-difluoro-1-(4-fluoro-phenyl)propyl)-1H-pyrazol-4-yl)-5-fluoropyrimidin-4-yl)-8-methyl-[1,2,4]triazolo[1,5-a]pyridin-2-amine